1,3-dicarboxy-2-methylmethylenecarboxypropane C(=O)(O)C(C(CC(=O)O)=CC)C(=O)O